NC1=C(C=C(C=C1)N1CCC(CC1)N1CCC(CC1)(C)O)NC(OC(C)(C)C)=O tert-butyl (2-amino-5-(4-hydroxy-4-methyl-[1,4'-bipiperidin]-1'-yl)phenyl)carbamate